O.[Ni-2](OC#N)(OC#N)(OC#N)OC#N.[K+].[K+] potassium nickel (II) tetracyanate hydrate